β-(4-hydroxy-3,5-di-tert-butylphenyl)propionic acid octadecyl ester C(CCCCCCCCCCCCCCCCC)OC(CCC1=CC(=C(C(=C1)C(C)(C)C)O)C(C)(C)C)=O